FC1=C(C=CC=C1F)[C@@H](C)NC=1C=NC(=NC1)C(=O)N[C@H](C)\C=C\S(=O)(=O)C 5-(((R)-1-(2,3-difluorophenyl)ethyl)amino)-N-((R,E)-4-(methylsulfonyl)but-3-en-2-yl)pyrimidine-2-carboxamide